3-(3,4-Dimethoxyphenyl)propanal COC=1C=C(C=CC1OC)CCC=O